C(C)(C)C1=C(N)C(=CC(=C1)OCCCCC1=CC2=CC=C3C=CC=C4C=CC(=C1)C2=C43)C(C)C 2,6-diisopropyl-4-(4-(pyren-2-yl)butoxy)aniline